BrC=1C=CC(N(C1)C(C)C)=O 5-bromo-1-isopropylpyridin-2(1H)-one